ClC1=CC=C2C(=N1)C=C(N2S(=O)(=O)CC2=CC=CC=C2)CO (5-chloro-1-toluenesulfonyl-1H-pyrrolo[3,2-b]pyridin-2-yl)methanol